O=C1NC(CCC1N1C(C2=CC=C(C=C2C1)NC(=O)C=1C=C2C(=NC1)NN=C2)=O)=O N-(2-(2,6-dioxopiperidin-3-yl)-1-oxoisoindolin-5-yl)-1H-pyrazolo[3,4-b]pyridine-5-carboxamide